C1(CCCCC1)C1=NC(=NN1)C1CN(CCC1)C1=NC(=NC=C1)C1=CN=C2N1C=C(N=C2)C(F)(F)F 3-(4-(3-(5-Cyclohexyl-1H-1,2,4-triazol-3-yl)piperidin-1-yl)pyrimidin-2-yl)-6-(trifluoromethyl)imidazo[1,2-a]pyrazine